[C@H]12CN(C[C@H](CC1)O2)C2=NC(=NC1=C(C(=CC=C21)C2=CC(=CC1=CC=CC=C21)O)F)OC[C@H]2N(CCC2)C 4-(4-((1R,5S)-8-oxa-3-azabicyclo[3.2.1]octan-3-yl)-8-fluoro-2-(((S)-1-methylpyrrolidin-2-yl)methoxy)quinazolin-7-yl)naphthalen-2-ol